C1(CCCC1)OCC1=C(C=CC(C1)(C)NC1(CCOCC1)C(=O)O)C1=C(C(=CC(=C1)OC)OC)C 4-((2-((Cyclopentyloxy)methyl)-3',5'-dimethoxy-2',4-dimethyl-[1,1'-biphenyl]-4-yl)amino)tetrahydro-2H-pyran-4-carboxylic acid